OC1=C(OCC(=O)OCC)C=CC(=C1)[C@H]1OC2=CC(=CC(=C2C[C@H]1O)O)O ethyl 2-(2-hydroxy-4-((2R,3R)-3,5,7-trihydroxychroman-2-yl) phenoxy)acetate